C1(CC1)C1=C(C(=NN1)NC1=NC=NC2=CC=C(C=C12)C(=O)N)F 4-((5-cyclopropyl-4-fluoro-1H-pyrazol-3-yl)amino)quinazoline-6-carboxamide